(7-(5-methylisoxazol-3-yl)-3-(3-((S)-6a,7,8,9-tetrahydro-6H-pyrido[3,2-b]pyrrolo[1,2-d][1,4]oxazin-4-yl)-1H-pyrazolo[3,4-b]pyrazin-6-yl)-3-azabicyclo[4.1.0]heptan-7-yl)methanamine CC1=CC(=NO1)C1(C2CCN(CC12)C1=CN=C2C(=N1)NN=C2C2=CC=NC1=C2OC[C@H]2N1CCC2)CN